7-(difluoromethyl)-5-hydroxy-2,2-dimethyl-4H-benzo[d][1,3]dioxin-4-one FC(C=1C=C(C2=C(OC(OC2=O)(C)C)C1)O)F